NC[C@@H]1CN(CC(N1)=O)C(=O)OCC1=CC=CC=C1 benzyl (R)-3-(aminomethyl)-5-oxopiperazine-1-carboxylate